(S)-2-(5-(3-((2-chloro-5-(5-(methylsulfonyl)pyrazin-2-yl)pyridin-4-yl)amino)butoxy)-1,3-dimethyl-1H-pyrazol-4-yl)pyrimidin-4-amine ClC1=NC=C(C(=C1)N[C@H](CCOC1=C(C(=NN1C)C)C1=NC=CC(=N1)N)C)C1=NC=C(N=C1)S(=O)(=O)C